Cl.F[C@@H]1CNCCC1 (3S)-3-fluoropiperidine hydrochloride